FC(C1=CC2=C(SC(=C2)C(N[C@H]2CCCC[C@@H]3N(C2=O)[C@@H](CC3)C(=O)N3CC2(C3)CN(C2)C(CC2=CC=CC=C2)=O)=O)C=C1)(F)P(O)(O)=O (difluoro(2-(((3S,6S,10aS)-5-oxo-3-(6-(2-phenylacetyl)-2,6-diazaspiro[3.3]heptane-2-carbonyl)decahydropyrrolo[1,2-a]azocin-6-yl)carbamoyl)benzo[b]thiophen-5-yl)methyl)phosphonic acid